C(CC)NS(=O)(=O)N N'-propylsulfonyl-diamine